C(C)(C)C1N2C(C3=CC(=C(C=C3C1)C=1C=NN(C1)CC(F)(F)F)OC)=CC(C(=C2)C(=O)OCC)=O ethyl 6-isopropyl-10-methoxy-2-oxo-9-[1-(2,2,2-trifluoroethyl)-1H-4-pyrazolyl]-6,7-dihydro-2H-pyrido[2,1-a]isoquinoline-3-carboxylate